[Ca].P(=O)(OCCOC1=CC(=C(C(=C1)Cl)N1C(=CC(C2=C(N=CC(=C12)Cl)OC[C@@H](C(=O)NC)O)=O)C)Cl)(O)O (S)-2-(3,5-dichloro-4-(8-chloro-5-(2-hydroxy-3-(methylamino)-3-oxopropoxy)-2-methyl-4-oxo-1,6-naphthyridin-1(4H)-yl)phenoxy)ethyl dihydrogen phosphate calcium salt